tert-butyl (RS)-[2-(thiazolo[5',4':5,6]benzo[1,2-d]oxazole-7-ylamino)pent-3-yn-1-yl]carbamate carbamate C(N)(O)=O.N1=COC2=C1C1=C(C=C2)SC(=N1)N[C@@H](CNC(OC(C)(C)C)=O)C#CC |r|